methyl-2-(dimethylamino)-2-methylpent-4-enoic acid CC(C(C(=O)O)(C)N(C)C)C=C